FC1(CCN(CCC1)C1=NC2=CC=CC=C2C=C1C(=O)NC=1C=C(C=CC1)C(C)(C)NC(OC(C)(C)C)=O)F tert-butyl (2-(3-(2-(4,4-difluoroazepan-1-yl)quinoline-3-carboxamido)phenyl)propan-2-yl)carbamate